L-5-aminobenzofuran-2-carboxylic acid ethyl ester C(C)OC(=O)C=1OC2=C(C1)C=C(C=C2)N